Mono-2-ethylhexyl (2-ethylhexyl) phosphate P(=O)(OCC(CCCC)CC)(OCC(CCCC)CC)[O-]